ClC=1C(=C(C(=NC1OC)C)N)C 5-Chloro-6-methoxy-2,4-dimethylpyridin-3-amine